C(C)C1=NN(C(N1C)=O)C1=CC(=C(C(=O)NC(CC)CC)C=C1F)OC(C)C1=CC=CC=C1 4-(3-Ethyl-4-methyl-5-oxo-4,5-dihydro-1H-1,2,4-triazol-1-yl)-5-fluoro-N-(pent-3-yl)-2-(1-phenylethoxy)benzamide